COC=1C=2N(C=C(C1)C1=CC3=C(N(C(N3)=O)[C@H]3CN(CCC3)CCC)C=C1C)N=CN2 (R)-5-(8-Methoxy-[1,2,4]triazolo[1,5-a]pyridin-6-yl)-6-methyl-1-(1-propylpiperidin-3-yl)-1,3-dihydro-2H-benzo[d]imidazol-2-on